CS(=O)(=O)OCC#CC1=C2CN(C(C2=CC=C1)=C=O)C1C(NC(CC1)=C=O)=C=O 3-(2-(2,6-dicarbonylpiperidin-3-yl)-1-carbonylisoindolin-4-yl)prop-2-yn-1-yl methanesulfonate